C1(CC1)CNC1=C2C(=NC=3C=C(C(=CC13)OC)OCC(CN1CCCC1)OCCCOC)CCC2 N-(cyclopropylmethyl)-7-methoxy-6-[2-(3-methoxypropoxy)-3-(pyrrolidin-1-yl)propoxy]-1H,2H,3H-cyclopenta[b]quinolin-9-amine